F[B-](F)(F)F.C(CC)[N+]1=CN(C2=C1C=CC=C2)CCC 1,3-Dipropylbenzimidazolium tetrafluoroborate